7-((2S,5R)-2-ethyl-5-methylpiperazin-1-yl)-4-methyl-2-(tetrahydro-2H-pyran-2-yl)-2,4-dihydro-5H-pyrazolo[4,3-b]pyridin C(C)[C@@H]1N(C[C@H](NC1)C)C=1C=2C(N(CC1)C)=CN(N2)C2OCCCC2